NC=1C(=NC=C(C1)Br)N(C(=O)C1=NC=C(C=C1SCC)C1=CC=C(C=C1)C1CC1)C N-(3-amino-5-bromopyridin-2-yl)-5-(4-cyclopropylphenyl)-3-(ethylsulfanyl)-N-methylpyridine-2-carboxamide